O[C@@H]1[C@@H](CCC1)C(=O)OCC |r| rac-ethyl (1R,2S)-2-hydroxycyclopentane-1-carboxylate